C(C)OP(=O)(OCC)C1=CC=C(C=C1)C1N(CCC(C1)C)CC1=C2C=CN(C2=C(C=C1OC)C)C(=O)OC(C)(C)C tert-Butyl 4-((2-(4-(diethoxyphosphoryl)phenyl)-4-methylpiperidin-1-yl)methyl)-5-methoxy-7-methyl-1H-indole-1-carboxylate